Tert-butyl N-[1-[1-(2,6-dibenzyloxy-3-pyridyl)-3-methyl-2-oxo-benzimidazol-4-yl]-4-piperidyl]-N-methyl-carbamate C(C1=CC=CC=C1)OC1=NC(=CC=C1N1C(N(C2=C1C=CC=C2N2CCC(CC2)N(C(OC(C)(C)C)=O)C)C)=O)OCC2=CC=CC=C2